[1-[5-acetyl-6-(3-cyano-5-methyl-pyrazol-1-yl)-2-pyridyl]benzimidazol-5-yl amino]pyridazin-3-yl pyrrolidine-1-carboxylate N1(CCCC1)C(=O)OC=1N=NC=CC1NC1=CC2=C(N(C=N2)C2=NC(=C(C=C2)C(C)=O)N2N=C(C=C2C)C#N)C=C1